4-(1-piperidinoyl)butyric acid N1(CCCCC1)C(=O)CCCC(=O)O